(Z)-4-(3-(3-chloro-5-(trifluoromethoxy)phenyl)-1,4,4,4-tetrafluorobut-1-en-1-yl)-2-(trifluoromethyl)benzoic acid ClC=1C=C(C=C(C1)OC(F)(F)F)C(\C=C(/F)\C1=CC(=C(C(=O)O)C=C1)C(F)(F)F)C(F)(F)F